[P].[Ti].[Al].[Na] sodium aluminum titanium phosphorus